(4S,6S,12aS)-4-(dimethylamino)-1,4,4a,5,5a,6,11,12a-octahydro-3,6,10,12,12a-pentahydroxy-6-methyl-1,11-dioxonaphthacene-2-carboxamide CN([C@@H]1C(=C(C([C@]2(C(=C3C(C4=C(C=CC=C4[C@@](C3CC12)(C)O)O)=O)O)O)=O)C(=O)N)O)C